8-chloro-6,11-dihydro-11-(4-piperidylidene)-5H-benzo[5,6]-cyclohepta[1,2-b]pyridine ClC=1C=CC2=C(CCC=3C(=NC=CC3)C2=C2CCNCC2)C1